C(#N)C=1C=C2C=CN(C2=CC1)[C@@H]1C[C@@H](CCC1)NC(OC(C)(C)C)=O tert-butyl ((1R,3S)-3-(5-cyano-1H-indol-1-yl)cyclohexyl)carbamate